FC1=C2N(C=3CCCCC13)CCN(C2=O)C2=NC=CC(=C2CO)C2=CN(C(C(=C2)NC2=NC=NC=C2)=O)C 10-Fluoro-2-[3'-hydroxymethyl-1-methyl-6-oxo-5-(pyrimidin-4-ylamino)-1,6-dihydro-[3,4']bipyridinyl-2'-yl]-3,4,6,7,8,9-hexahydro-2H-pyrazino[1,2-a]indol-1-one